(5-((1-(2-(4,4-difluorocyclohexyl)propan-2-yl)piperidin-4-yl)methyl)pyrazolo[1,5-a]Pyridin-3-yl)dihydropyrimidine FC1(CCC(CC1)C(C)(C)N1CCC(CC1)CC1=CC=2N(C=C1)N=CC2N2CN=CC=C2)F